4-(7-(4-(dimethoxymethyl)piperidin-1-yl)-1,3-dimethyl-2-oxo-1,2-dihydroquinolin-5-yl)-1-methyl-1,2,3,4-tetrahydroquinoxaline-6-carbonitrile COC(C1CCN(CC1)C1=CC(=C2C=C(C(N(C2=C1)C)=O)C)N1CCN(C2=CC=C(C=C12)C#N)C)OC